C(C)S(=O)(=O)C=1C=NC(=NC1)N1C[C@H](N(C[C@@H]1C)C(=O)OC1CC2(CN(C2)CC2=CC=CC=C2)C1)C 2-benzyl-2-azaspiro[3.3]heptan-6-yl (2R,5S)-4-[5-(ethane-sulfonyl)pyrimidin-2-yl]-2,5-dimethylpiperazine-1-carboxylate